COC1(CCC(CC1)C1=NC(=CC(=N1)C)NC1=NNC(=C1)C)C(=O)N 1-methoxy-4-(4-methyl-6-(5-methyl-1H-pyrazol-3-ylamino)pyrimidin-2-yl)cyclohexanecarboxamide